genistein tris(butyl carbamate) C(CCC)NC(=O)OC=1C=2C(C(=COC2C=C(C1)OC(NCCCC)=O)C1=CC=C(OC(NCCCC)=O)C=C1)=O